ClC=1C=CC(=C(C1)C1=C(C=NN1CC1CCOCC1)NC(=O)C=1C=NN2C1N=CC=C2)OC N-(5-(5-chloro-2-methoxyphenyl)-1-((tetrahydro-2H-pyran-4-yl)methyl)-1H-pyrazol-4-yl)pyrazolo[1,5-a]pyrimidine-3-carboxamide